BrC1=CC2=CN(N=C2C=C1F)C(F)F 5-bromo-2-(difluoromethyl)-6-fluoro-2H-indazole